(S)-3-(((6-(2-(2,2,2-trifluoroethoxy)phenyl)-1,2,3,4-tetrahydroisoquinolin-1-yl)methyl)amino)isonicotinic acid FC(COC1=C(C=CC=C1)C=1C=C2CCN[C@@H](C2=CC1)CNC1=C(C(=O)O)C=CN=C1)(F)F